4-chloro-5-fluoro-6-(2-((tetrahydro-2H-pyran-2-yl)oxy)ethoxy)nicotinaldehyde ClC1=C(C(=NC=C1C=O)OCCOC1OCCCC1)F